FC1(CCC(CC1)[C@@H](C(=O)NC=1C=NN(C1)CC=1C(=NC=CC1)OC)NC(=O)C1=NON=C1CC)F N-[(1S)-1-(4,4-difluorocyclohexyl)-2-[[1-[(2-methoxy-3-pyridyl)methyl]pyrazol-4-yl]amino]-2-oxo-ethyl]-4-ethyl-1,2,5-oxadiazole-3-carboxamide